COC(=O)C1=C(C=[N+](C=C1)[O-])C 4-(Methoxycarbonyl)-3-methylpyridine 1-oxide